2-(2-(methanesulfonyl)pyrimidin-4-yl)-6-(thiazol-2-yl)pyridin-4-amine CS(=O)(=O)C1=NC=CC(=N1)C1=NC(=CC(=C1)N)C=1SC=CN1